(2E)-3-(tetrahydro-2H-pyran-4-yl)prop-2-enoic acid methyl ester COC(\C=C\C1CCOCC1)=O